aldehydo-D-xylose O=C[C@H](O)[C@@H](O)[C@H](O)CO